C(C)OC1=C(C=CC=C1)C=1NC(=C(N1)C1=CC=CC=C1)C1=CC=CC=C1 2-(2-ethoxyphenyl)-4,5-diphenyl-1H-imidazole